tert-butyl 2-(2-cyano-3-(3-(4-methylbenzamido)phenyl-13C6)acrylamido)benzoate C(#N)C(C(=O)NC1=C(C(=O)OC(C)(C)C)C=CC=C1)=C[13C]1=[13CH][13C](=[13CH][13CH]=[13CH]1)NC(C1=CC=C(C=C1)C)=O